N[C@H]1[C@H](CCCCCC1)C1=C(C2=NC(=CC(=C2S1)NCC=1SC=CC1)Cl)Cl 2-((1S,2R)-2-aminocyclooctyl)-3,5-dichloro-N-(thiophen-2-ylmethyl)thieno[3,2-b]pyridin-7-amine